CC(=CC)C 1,1-dimethylpropylene